O=C1C(COCC1)C(=O)OC methyl 4-oxooxane-3-carboxylate